C(C)S(=O)(=O)C=1C=NNC1 4-(ethylsulfonyl)-1H-pyrazole